tert-butyl 5-(6-amino-7-chloro-2,3-dihydro-[1,4]dioxino[2,3-b]pyridin-8-yl)-3-[tert-butyl(dimethyl)silyl]oxy-2,3,4,7-tetrahydroazepine-1-carboxylate NC1=C(C(=C2C(=N1)OCCO2)C=2CC(CN(CC2)C(=O)OC(C)(C)C)O[Si](C)(C)C(C)(C)C)Cl